3-isopropyl-N-(3-methyl-1,1-dioxidothietan-3-yl)-1-(2-methylbenzo[d]oxazol-6-yl)-2-oxo-2,3-dihydro-1H-benzo[d]imidazole-5-carboxamide C(C)(C)N1C(N(C2=C1C=C(C=C2)C(=O)NC2(CS(C2)(=O)=O)C)C2=CC1=C(N=C(O1)C)C=C2)=O